4-[[(2R)-2,3-di(tetradecanoyloxy)propyl]amino]-4-oxo-butanoic acid C(CCCCCCCCCCCCC)(=O)O[C@H](CNC(CCC(=O)O)=O)COC(CCCCCCCCCCCCC)=O